C(C)(C)(C)N(C(O)=O)CCCCCOC1=CC(=CC=C1)[N+](=O)[O-].OC1=CC=C(C=C1)C(CC)(C1=CC=CC=C1)C1=CC=C(C=C1)O 1,1-bis(4-hydroxyphenyl)-1-phenylpropane tert-butyl-(5-(3-nitrophenoxy)pentyl)carbamate